FC=1C=C2C(=C(NC2=CC1F)C1=CC=C(C=C1)F)C(=O)OC methyl 5,6-difluoro-2-(4-fluorophenyl)-1H-indole-3-carboxylate